C(C)N1CC=CC2=CC=CN=C12 1-ethyl-1,8-naphthyridin